CC1=C(C(=CC(=C1)C)C)P(C1=CC=CC=C1)(C1=CC=CC=C1)=O 2,4,6-trimethylphenyldiphenylphosphine oxide